(2S,3R)-3-((2-aminopyridin-4-yl)methyl)-N2-(1-methyl-1H-pyrazol-3-yl)-N1-((R)-1-(3-methylphenyl)propyl)-N2-methyl-4-oxoazetidine-1,2-dicarboxamide NC1=NC=CC(=C1)C[C@@H]1[C@H](N(C1=O)C(=O)N[C@H](CC)C1=CC(=CC=C1)C)C(=O)N(C)C1=NN(C=C1)C